1,3-dimorpholino-2-propanol O1CCN(CC1)CC(CN1CCOCC1)O